NC1=NC=C(C=C1C1=CC=C(C=C1)O)C1=CC(=C(C(=C1)OC)OC)OC 4-[2-amino-5-(3,4,5-trimethoxyphenyl)-3-pyridyl]phenol